7-{4-Methoxy-3-[1-(3-methylbutyl)-1H-pyrazol-4-yl]pyridin-2-yl}chinolin COC1=C(C(=NC=C1)C1=CC=C2C=CC=NC2=C1)C=1C=NN(C1)CCC(C)C